(5-(5-chloro-2-methoxypyridin-4-yl)-1H-pyrazole-3-carbonyl)-N-((6-(difluoromethyl)pyridin-2-yl)methyl)piperidine-4-carboxamide ClC=1C(=CC(=NC1)OC)C1=CC(=NN1)C(=O)N1CCC(CC1)C(=O)NCC1=NC(=CC=C1)C(F)F